Oxo(2,3,5,6-tetrafluoro-4-trifluoromethyl-phenyl)acetonitrile O=C(C#N)C1=C(C(=C(C(=C1F)F)C(F)(F)F)F)F